(S)-6-(((R)-1-(3,5-difluoropyridin-2-yl)-2-methylpropyl)amino)-2-((R)-2-(4-fluorophenyl)-2-methoxyethyl)-N-hydroxyhexanamide FC=1C(=NC=C(C1)F)[C@@H](C(C)C)NCCCC[C@H](C(=O)NO)C[C@@H](OC)C1=CC=C(C=C1)F